(1H-tetrazol-1-yl)aniline N1(N=NN=C1)NC1=CC=CC=C1